ClC1=NC=C2N(C(N(C2=N1)C1CCOCC1)=O)CC#N 2-(2-Chloro-8-oxo-9-(tetrahydro-2H-pyran-4-yl)-8,9-dihydro-7H-purin-7-yl)acetonitrile